C(=O)(O)C=1C(=C(C(=C(C1)O)C(=O)O)C(=O)O)C(=O)O tetracarboxyl-phenol